2-(difluoromethoxy)-6-fluorobenzene-1-sulfonyl chloride FC(OC1=C(C(=CC=C1)F)S(=O)(=O)Cl)F